(1R,2S,4S)-4-(ethoxycarbonyl)-2-fluorocyclopentyl-nitrobenzoate C(C)OC(=O)[C@@H]1C[C@@H]([C@@H](C1)OC(C1=C(C=CC=C1)[N+](=O)[O-])=O)F